(3S,10S)-7-(4-acryloylpiperazin-1-yl)-10-(2,4-difluorophenyl)-3-((methoxymethoxy)methyl)-9-(trifluoromethyl)-2,3-dihydro-5H-[1,4]thiazino[2,3,4-ij]quinazolin-5-one C(C=C)(=O)N1CCN(CC1)C1=NC(N2C3=C(C(=C(C=C13)C(F)(F)F)C1=C(C=C(C=C1)F)F)SC[C@@H]2COCOC)=O